2-((3,5-bis(trifluoromethyl)phenyl)carbamoyl)-4-chlorophenyl Hydrogen Phosphate MonoEthanolamine Salt C(O)CN.P(=O)(OC1=C(C=C(C=C1)Cl)C(NC1=CC(=CC(=C1)C(F)(F)F)C(F)(F)F)=O)(O)O